C1(=CC=CC=C1)S(=O)(=O)[O-].N1=NN=CC=C1.[Na+] sodium triazine benzenesulfonate